hexadecene dibromide [Br-].[Br-].C=CCCCCCCCCCCCCCC